ClC1=CC=C(C=C1)C=1N=CN(C1C1=CC(=NC=C1)C(F)(F)F)CC(=O)O 2-[4-(4-chlorophenyl)-5-[2-(trifluoromethyl)-4-pyridyl]imidazol-1-yl]acetic acid